2,4-dichloro-7-(trifluoromethyl)-5,6,7,8-tetrahydroquinazoline ClC1=NC=2CC(CCC2C(=N1)Cl)C(F)(F)F